NC1(CC2(CCC2C1)C)CC(=O)O (3-amino-methyl-bicyclo[3.2.0]hept-3-yl)acetic acid